NC=1N=C(SC1C(=O)C1=CC=NC=C1)NC1=CC=C(C=C1)C(F)F {4-amino-2-[4-(difluoromethyl)anilino]-1,3-thiazol-5-yl}(pyridin-4-yl)methanone